ClC1=NC(=NC(=N1)Cl)OCCN(C1=CC(=CC=C1)C)CC N-(2-((4,6-dichloro-1,3,5-triazin-2-yl)oxy)ethyl)-N-ethyl-3-methylaniline